1-cyclohexyl-2-(6-fluoropyridin-3-yl)-1,6-dihydrodipyrrolo[2,3-b:2',3'-d]Pyridine C1(CCCCC1)N1C(=CC=2C1=C1C(=NC2)NC=C1)C=1C=NC(=CC1)F